C(CCCCC=CCC)OC1=CC=C(C=C1)C=CC(=O)OCC ethyl 3-(4-((non-6-en-1-yl)oxy)phenyl)acrylate